CC(C([Si]1(O[SiH2]O[Si](O1)(CCCCCCCC)CCCCCCCC)CCCCCCCC)(C)C)(CCCCCC)C tetramethyl-tetraoctyl-cyclotrisiloxane